NC1=C(C=CC(=N1)S(=O)(=O)NC(=O)C=1C(=NC(=CC1)C=1C=NC(=CC1)OC(C)C)N1[C@H](CC[C@H]1C)C)O N-[(6-Amino-5-hydroxy-2-pyridyl)sulfonyl]-2-[(2S,5R)-2,5-dimethylpyrrolidin-1-yl]-6-(6-isopropoxy-3-pyridyl)pyridin-3-carboxamid